COC1=CC=C(C=C1)[C@@H](C)N1C[C@@H](CC1=O)C(=O)O |o1:12| (1R,3R) or (1R,3S)-1-(1-(4-methoxyphenyl)ethyl)-5-oxopyrrolidine-3-carboxylic acid